2-(2-Chlorophenyl)-N-[2'-fluoro-3'-(propane-2-yloxy)-2-sulfamoylbiphenyl-4-yl]acetamide ClC1=C(C=CC=C1)CC(=O)NC1=CC(=C(C=C1)C1=C(C(=CC=C1)OC(C)C)F)S(N)(=O)=O